[Cl-].[Cl-].C[N+]1(CCCCC1)CCCCC.C[N+]1(CCCCC1)CCCCC (1-methylpiperidinium-1-yl)pentane dichloride